2-(tert-butylsulfanyl)-4-(difluoromethoxy)-5-(4-nitro-1-[[2-(trimethylsilyl)ethoxy]-methyl]-1H-pyrazol-5-yl)benzaldehyde C(C)(C)(C)SC1=C(C=O)C=C(C(=C1)OC(F)F)C1=C(C=NN1COCC[Si](C)(C)C)[N+](=O)[O-]